C(C)(C)(C)OC(=O)N1C(=CC=C1)CN(C)C 2-((dimethylamino)methyl)-1H-pyrrole-1-carboxylic acid tert-butyl ester